2-(2-(4-(tert-butyl)cyclohexylidene)ethyl)-1,3-dioxolane-13C C(C)(C)(C)C1CCC(CC1)=CC[13CH]1OCCO1